ClC1=C(C=C(C=C1)F)C1NC(C2=C1C(=CC1=C(N(N=C21)C)C2CC(CC2)=O)NC(C2=CC(=CC(=C2)C(F)(F)F)F)=O)=O N-(6-(2-chloro-5-fluorophenyl)-2-methyl-8-oxo-3-(3-oxocyclopentyl)-2,6,7,8-tetrahydropyrrolo[3,4-g]indazol-5-yl)-3-fluoro-5-(trifluoromethyl)benzamide